C1(CC1)C=1C(=C(C(=O)O)C(=CN1)OC1=C(C=C(C=C1)OC(F)(F)F)OC)F 2-cyclopropyl-3-fluoro-5-[2-methoxy-4-(trifluoro-methoxy)phenoxy]isonicotinic acid